N-[[1-[2-chloro-4-[[3-[4-(cyanomethoxy)-2,3-difluoro-phenyl]imidazo[1,2-a]pyrazin-8-yl]amino]benzoyl]-4-piperidyl]methyl]pyridine-4-carboxamide 2,2,2-trifluoroacetate FC(C(=O)O)(F)F.ClC1=C(C(=O)N2CCC(CC2)CNC(=O)C2=CC=NC=C2)C=CC(=C1)NC=1C=2N(C=CN1)C(=CN2)C2=C(C(=C(C=C2)OCC#N)F)F